FC=1C=NC=C(C1N1C(N(C=2C=NC=3C=C(C(=CC3C21)C=2C=NNC2)OC)C)=O)F 1-(3,5-Difluoropyridin-4-yl)-7-methoxy-3-methyl-8-(1H-pyrazol-4-yl)-1,3-dihydroimidazo[4,5-c]quinolin-2-one